tert-Butyl N-[(3-methyl-1-{[4-(trifluoromethyl)phenyl]carbamoyl}pyrrolidin-3-yl)methyl]carbamate CC1(CN(CC1)C(NC1=CC=C(C=C1)C(F)(F)F)=O)CNC(OC(C)(C)C)=O